(RS)-2-(4-chloro-2-fluorophenyl)-6-methyl-3-(pyridin-4-yl)-4,5,6,7-tetrahydropyrazolo[1,5-a]pyrazine hydrogen chloride Cl.ClC1=CC(=C(C=C1)C1=NN2C(CN[C@@H](C2)C)=C1C1=CC=NC=C1)F |r|